C(C)OC(NC(C(NNC1=CC(=C(C(=C1)Cl)OC1=CC(=C(C=C1)O)C(F)(F)F)Cl)C#N)=O)=O (2-cyano-2-(2-(3,5-dichloro-4-(4-hydroxy-3-trifluoromethyl-phenoxy)phenyl)-hydrazino)acetyl)carbamic acid ethyl ester